(6-decanamido-caproyl)oxybenzenesulfonate C(CCCCCCCCC)(=O)NCCCCCC(=O)OC1=C(C=CC=C1)S(=O)(=O)[O-]